C(=O)(OCC)CCCCCN(CCNCC(C)(SCC1=CC=C(C=C1)OC)C)CC(C)(C)SCC1=CC=C(C=C1)OC N-(5-carboethoxypentyl)-N,N'-bis-(2-(4-methoxybenzylthio)-2-methylpropyl)ethylenediamine